COCCN(CCC(C(=O)O)NC(=O)OCC(C(F)(F)F)C1=CC=CC=C1)CCCCC1=NC=2NCCCC2C=C1 4-[2-methoxyethyl-[4-(5,6,7,8-tetrahydro-1,8-naphthyridin-2-yl)butyl]amino]-2-[(3,3,3-trifluoro-2-phenyl-propoxy)carbonylamino]butanoic acid